ClC1=NC=C(C=C1NS(=O)(=O)C)C=1C=C2C(=NC=NC2=CC1)NC1COC2=C1C=CC=C2 N-(2-chloro-5-(4-((2,3-dihydrobenzofuran-3-yl)amino)quinazolin-6-yl)pyridin-3-yl)methanesulfonamide